tert-butyl N-[3-(trifluoromethyl)-6,7-dihydro-5H-thieno[3,2-b]pyran-6-yl]carbamate FC(C1=CSC2=C1OCC(C2)NC(OC(C)(C)C)=O)(F)F